OC1=CC=C(CCO)C=C1 4-Hydroxyphenethyl alcohol